ClC1=NN(C=C1C1=NC=CC(=N1)NC=1N=CC2=C(C=CC(=C2C1)C(C)C)N1[C@@H]([C@H](C1)CS(=O)(=O)C)C)C[C@@H](C)OC N-(2-(3-chloro-1-((R)-2-methoxypropyl)-1H-pyrazol-4-yl)pyrimidin-4-yl)-5-isopropyl-8-((2R,3s)-2-methyl-3-((methylsulfonyl)methyl)azetidin-1-yl)isoquinolin-3-amine